C(#N)C1=CC(=C(C2=C1N(N=N2)C)C)[C@H](CC(=O)O)C=2C=C(C1=C(C=CS1)C2)CN2C[C@H](OC1=C(C2)N=C(C=C1)O)CC (3R)-3-(7-cyano-1,4-dimethyl-1H-benzotriazol-5-yl)-3-(7-{[(2R)-2-ethyl-7-hydroxy-2,3-dihydropyrido[2,3-f][1,4]oxazepin-4(5H)-yl]methyl}-1-benzothiophen-5-yl)propanoic acid